ClC1=C(C=CC(=C1)C#N)S(=O)(=O)NCCO 2-chloro-4-cyano-N-(2-hydroxyethyl)benzenesulfonamide